2-(2-((5-(3-(aminomethyl)phenyl)-7-methoxybenzofuran-3-yl)methoxy)-4-(trifluoromethyl)phenyl)acetic acid NCC=1C=C(C=CC1)C=1C=C(C2=C(C(=CO2)COC2=C(C=CC(=C2)C(F)(F)F)CC(=O)O)C1)OC